C(C#C)N1CC(C1)NC=1C=NC=CC1 N-(1-(prop-2-yn-1-yl)azetidin-3-yl)pyridin-3-amine